FC1(CCN(CC1)CCNC(=O)C=1C=C(C(=NC1)C)C=1N2C(SC1C=1C=NN(C1)C)=C(C=N2)C(=O)N)F (5-((2-(4,4-difluoropiperidin-1-yl)ethyl)carbamoyl)-2-methylpyridin-3-yl)-2-(1-methyl-1H-pyrazol-4-yl)pyrazolo[5,1-b]Thiazole-7-carboxamide